3-hydroxy-4-[[2-methoxy-5-methyl-4-(methylsulfamoyl)phenyl]diazinyl]-N-(2-oxo-1,3-dihydrobenzimidazol-5-yl)-naphthalene-2-carboxamide OC=1C(=CC2=CC=CC=C2C1C=1N=NC=CC1C1=C(C=C(C(=C1)C)S(NC)(=O)=O)OC)C(=O)NC1=CC2=C(NC(N2)=O)C=C1